FC(C1=CC=C(C=N1)N1C=CC2=CC(=CC=C12)NC(C=C)=O)(F)F N-(1-(6-(trifluoromethyl)pyridin-3-yl)-1H-indol-5-yl)acrylamide